C(C)(C)(C)OC(=O)N1C(C(CC1)CC1=CC=C(C=C1)C#C[Si](C)(C)C)=O 2-oxo-3-(4-((trimethylsilyl)ethynyl)benzyl)pyrrolidine-1-carboxylic acid tert-butyl ester